O1C(COC2=C1C=CC=C2)C2=CC=C(CN1C3CCC1CC3)C=C2 (1S,4S)-7-[4-(2,3-dihydro-1,4-benzodioxin-2-yl)benzyl]-7-azabicyclo[2.2.1]heptane